GUAIACOL PROPIONATE C(CC)(=O)OC=1C(=CC=CC1)OC